Cl.Cl.FC1=C(C(=O)OC)C=C(C=C1)N1[C@H](CNCC1)C (S)-methyl 2-fluoro-5-(2-methylpiperazin-1-yl)benzoate di-HCl salt